C(CCC)C(=S)SSC(C(=O)O)C 2-(butylthiocarbonylthiothio)propanoic acid